ClC=1C(=C(C=CC1)C(CC=C)NC1CC1)F N-[1-(3-chloro-2-fluoro-phenyl)but-3-enyl]cyclopropanamine